7-bromo-5-(4,4-difluoropiperidin-1-yl)-9-methylimidazo[1,2-c]quinazoline BrC1=CC(=CC=2C=3N(C(=NC12)N1CCC(CC1)(F)F)C=CN3)C